7-(3-cyanopyrrolidin-1-yl)-N,N,2-trimethylpyrido[2,3-d]pyrimidine-6-carboxamide C(#N)C1CN(CC1)C=1C(=CC2=C(N=C(N=C2)C)N1)C(=O)N(C)C